5-(1-azido-ethyl)-benzofuran N(=[N+]=[N-])C(C)C=1C=CC2=C(C=CO2)C1